3-chloro-1'-((2-(trimethylsilyl)ethoxy)methyl)-5,7-dihydrospiro[cyclopenta[c]pyridine-6,3'-pyrrolo[2,3-b]pyridin]-2'(1'H)-one ClC1=CC2=C(C=N1)CC1(C(N(C3=NC=CC=C31)COCC[Si](C)(C)C)=O)C2